Benzyl (4R)-4-(trifluoromethyl)-L-prolinate, Hydrochloride Salt Cl.FC([C@@H]1C[C@H](NC1)C(=O)OCC1=CC=CC=C1)(F)F